Cl.Cl.NCCCCCN 1,5-diaminopentane diHCl